CC1=C(C=NC=C1)NC(C)=O N-(4-methyl-pyridin-3-yl)-acetamide